2-((6-Amino-5-ethylpyridin-3-yl)amino)-2-oxoacetic acid ethyl ester C(C)OC(C(=O)NC=1C=NC(=C(C1)CC)N)=O